tert-butyl N-[(9R,13S)-11-fluoro-3,9-dimethyl-8-oxo-3,4,7,15-tetraazatricyclo[12.3.1.02,6]octadeca-1(18),2(6),4,14,16-pentaen-13-yl]carbamate FC1C[C@H](C(NC=2C=NN(C2C=2C=CN=C([C@H](C1)NC(OC(C)(C)C)=O)C2)C)=O)C